N1N=CN=C1[C@@H]1CN(CCC1)[C@H](C(=O)NC1=NC=C(C=C1)OCC1CC1)C (S)-2-((S)-3-(1H-1,2,4-triazol-5-yl)piperidin-1-yl)-N-(5-(cyclopropylmethoxy)pyridin-2-yl)propanamide